imino-sulfanone N=S=O